FC=1C(=CC2=C(OC(C(N2)=O)(C)C)C1)C(=O)NC1=NC(=CC=C1)C1=NN=CN1C(C)C 7-fluoro-N-(6-(4-isopropyl-4H-1,2,4-triazol-3-yl)pyridin-2-yl)-2,2-dimethyl-3-oxo-3,4-dihydro-2H-benzo[b][1,4]oxazine-6-carboxamide